((2-cyclopropyl-4,6-difluorobenzo[d]thiazol-5-yl)ethynyl)-7-(pyrrolidin-3-yl)-6,7,8,9-tetrahydropyrazino[1',2':1,5]pyrrolo[2,3-d]pyrimidin-4-amine C1(CC1)C=1SC2=C(N1)C(=C(C(=C2)F)C#CC=2N=C(C1=C(N2)N2C(=C1)CN(CC2)C2CNCC2)N)F